BrC=1C=CC=2NC3=CC=C(C=C3C2C1)Br 3,6-Dibromocarbazole